C(#N)C=1C=C(C=C(C1C)C)NS(=O)(=O)C1=CC=C(C=C1)C N-(3-cyano-4,5-dimethylphenyl)-4-methylbenzenesulfonamide